CN(CCCC=C(C(=O)N)C)C (3-(dimethylamino)propyl)methacrylamide